ClCC(=O)NC1=CC(=C(C=C1)C)S(N(C)C)(=O)=O 2-chloro-N-[3-(dimethylsulfamoyl)-4-methyl-phenyl]acetamide